2-(1-(4-(2,6-dioxopiperidin-3-yl)phenyl)piperidin-4-yl)acetic acid trifluoroacetate FC(C(=O)O)(F)F.O=C1NC(CCC1C1=CC=C(C=C1)N1CCC(CC1)CC(=O)O)=O